(R)-2-Acetamido-N-cyclohexyl-3-(methylthio)propenamide C(C)(=O)NC(C(=O)NC1CCCCC1)=CSC